COCCS(=O)(=O)NC1=CNC2=CC=C(C=C12)OCCC1=CC=C(C=C1)C(F)(F)F 2-methoxy-N-(5-{2-[4-(trifluoromethyl)phenyl]ethoxy}-1H-indol-3-yl)ethane-1-sulfonamide